OCCCN (+)-1-hydroxy-3-propanamine